tert-butyl (S)-2-((5-(3-bromophenyl)isoxazol-3-yl)carbamoyl)pyrrolidine-1-carboxylate BrC=1C=C(C=CC1)C1=CC(=NO1)NC(=O)[C@H]1N(CCC1)C(=O)OC(C)(C)C